BrC1=CC=CC(=N1)N1C=NC(=C1)C1(C(N(CC1)C)=O)O (1-(6-bromopyridin-2-yl)-1H-imidazol-4-yl)-3-hydroxy-1-methylpyrrolidin-2-one